2-[Methyl-(4-trifluoromethyl-benzenesulfonyl)-amino]-5-oxo-5H-thieno[3,2-b]pyran-6-carboxylic acid CN(C1=CC=2OC(C(=CC2S1)C(=O)O)=O)S(=O)(=O)C1=CC=C(C=C1)C(F)(F)F